4-morpholinopyrimidin O1CCN(CC1)C1=NC=NC=C1